CN(CC[C@@H](CCC1=CC=CC=C1)OC1=C(C=C(C=C1)S(=O)(=O)NC(=O)C1(CCCCC1)F)[N+](=O)[O-])C (R)-N-((4-((1-(DIMETHYLAMINO)-5-PHENYLPENTAN-3-YL)OXY)-3-NITROPHENYL)SULFONYL)-1-FLUOROCYCLOHEXANE-1-CARBOXAMIDE